N(=C=O)C=1SC=CC1 2-Isocyanatothiophene